C(C)OC(=O)C1=C(C(NC=2CCCCC12)=O)C#N 3-cyano-2-oxo-1,2,5,6,7,8-hexahydroquinoline-4-carboxylic acid ethyl ester